NC1=NC=NN2C1=C(C=C2C=2C(=C(C(=O)N[C@@H]1CN(C[C@@H]1F)C(=O)C1C(C1)(F)F)C(=CC2)F)F)C(F)(F)F 3-[4-amino-5-(trifluoromethyl)pyrrolo[2,1-f][1,2,4]triazin-7-yl]-N-[(3R,4S)-1-(2,2-difluorocyclopropanecarbonyl)-4-fluoropyrrolidin-3-yl]-2,6-difluorobenzamide